(R)-2-((4-(benzyloxy)-3-(3-phenylpropoxy)phenoxy)methyl)oxirane C(C1=CC=CC=C1)OC1=C(C=C(OC[C@@H]2OC2)C=C1)OCCCC1=CC=CC=C1